sodium dihydrogen phosphate-hydrate O.P(=O)(O)(O)[O-].[Na+]